FC([C@@H](C(C(=O)OCC1=CC=CC=C1)C1=CC2=CC=CC=C2C=C1)C)(F)F Benzyl (3R)-4,4,4-trifluoro-3-methyl-2-(naphthalen-2-yl)butyrate